FC(COC=1C=CC(=NC1)N1N=CN=C1C(C)NC(C1=CC(=CC(=C1)C(F)(F)F)C(F)(F)F)=O)F N-[1-[2-[5-(2,2-difluoroethoxy)-2-pyridyl]-1,2,4-triazol-3-yl]ethyl]-3,5-bis(trifluoromethyl)benzamide